di-n-butylaluminum n-butoxide [O-]CCCC.C(CCC)[Al+]CCCC